C(C)(=O)N[C@H](CC1=CC=CC=C1)C(=O)O Acetyl-D-phenylalanine